FC1=C(C=CC=C1)S(=O)(=NC1=CC=C(C=C1)C1=NOC(=N1)C(F)(F)F)C(C)C (2-fluorophenyl)(isopropyl)((4-(5-(trifluoromethyl)-1,2,4-oxadiazol-3-yl)phenyl)imino)-λ6-sulfanone